FC(CC)(C(CC(C)C)O)F 3,3-difluoro-6-methylheptan-4-ol